OCC(CC(=O)OCCCCCC)CO hexyl 4-hydroxy-3-(hydroxymethyl)butanoate